2-(hydroxymethyl)-2-isopropylpropane-1,3-diol OCC(CO)(CO)C(C)C